4-bromo-1-(3-oxetanyl)pyrazole BrC=1C=NN(C1)C1COC1